C(C)OC(=O)[C@H]1[C@@H]2C(C[C@H]([C@@H]1N)CC2)(F)F (1R,2S,3S,4R)-3-amino-6,6-difluorobicyclo[2.2.2]octane-2-carboxylic acid ethyl ester